COC(C1=C(C(=CC=C1)O[Si](C)(C)C(C)(C)C)C)=O 3-(tert-Butyl-dimethyl-siloxy)-2-methyl-benzoic acid methyl ester